methyl 4-((tert-butoxycarbonyl) amino)-1-(1-methylcyclopropyl)-6-oxo-1,6-dihydropyridine-3-carboxylate C(C)(C)(C)OC(=O)NC=1C(=CN(C(C1)=O)C1(CC1)C)C(=O)OC